CC=1C=C(C(=O)NC=2C=CC=3N(C2)C(=NN3)SCC)C=CC1 3-methyl-N-(3-(ethylsulfanyl)-[1,2,4]triazolo[4,3-a]pyridin-6-yl)benzamide